(4-(4-((3-chlorobenzyl)amino)-6-(3,5-dimethylisoxazol-4-yl)quinazolin-2-Yl)-1H-pyrazol-1-yl)-2-methylpropan-2-ol ClC=1C=C(CNC2=NC(=NC3=CC=C(C=C23)C=2C(=NOC2C)C)C=2C=NN(C2)CC(C)(O)C)C=CC1